BrC=1C=C(C=C2C(N(C(=NC12)Cl)CC1CCC1)=O)C 8-bromo-2-chloro-3-(cyclobutylmethyl)-6-methylquinazolin-4(3H)-one